2,2,3,3-tetramethyl-N-[5-(pyrrolidin-1-ylmethyl)-2-pyridinyl]cyclopropanecarboxamide o-(methoxycarbonyl)benzoate COC(=O)C1=C(C(=O)O)C=CC=C1.CC1(C(C1(C)C)C(=O)NC1=NC=C(C=C1)CN1CCCC1)C